N1(N=NN=C1)C[C@H](C)OC=1C=C(C=CC1)C=1C=CC=2N(N1)C(=CN2)C=2C(=NC=CC2)C#N 3-[6-(3-{[(2S)-1-(1H-tetrazol-1-yl)propan-2-yl]oxy}phenyl)imidazo[1,2-b]pyridazin-3-yl]pyridine-2-carbonitrile